N-[4-(3-cyanophenyl)-5-(2,6-dimethyl-4-pyridinyl)thiazol-2-yl]-2-oxo-1-oxa-3,8-diazaspiro[4.5]decane-8-carboxamide C(#N)C=1C=C(C=CC1)C=1N=C(SC1C1=CC(=NC(=C1)C)C)NC(=O)N1CCC2(CNC(O2)=O)CC1